2-(7-acryloyl-5-(4-amino-5-fluoro-6-(trifluoromethyl)nicotinoyl)-3,4,5,5a,6,7,8,9-octahydro-2H-1,2,5,7-tetraazabenzo[cd]azulen-2-yl)-5-cyclopropylphenyl acetate C(C)(=O)OC1=C(C=CC(=C1)C1CC1)N1N=C2CCN(CC3C2=C1CCN3C(C3=CN=C(C(=C3N)F)C(F)(F)F)=O)C(C=C)=O